NC=1C=CC2=CC3=C(OC(O3)(C)C3=C(C=C(C=C3)Cl)F)C=C2C1 7-amino-2-(4-chloro-2-fluorophenyl)-2-methyl-naphtho[2,3-d][1,3]dioxolane